CC(CO)CC(CCCC)C 2,4-Dimethyl-1-octanol